ClC=1C=C(C=C(C1)[Si](C1=CC=CC=C1)(C1=CC=CC=C1)C1=CC=CC=C1)N1C2=CC=CC=C2C=2C=C(C=CC12)C1=CC=CC=C1 9-(3-chloro-5-(triphenylsilyl)phenyl)-3-phenyl-9H-carbazole